C(C=C)N=C(C)C=1C=C(C=CC1)C N-allyl-1-(m-tolyl)ethane-1-imine